N-(3-(4-(2-amino-6-methylpyrimidin-4-yl)-1,4-oxazepan-3-yl)-4-chlorophenyl)acetamide NC1=NC(=CC(=N1)N1C(COCCC1)C=1C=C(C=CC1Cl)NC(C)=O)C